C1(CCC1)C(CC(=S)N1CCN(CC1)C(=O)OC(C)(C)C)=O tert-butyl 4-(3-cyclobutyl-3-oxo-propanethioyl)piperazine-1-carboxylate